tert-butyl ((1-(3-((4-((4-butylpiperazin-1-yl)sulfonyl)phenyl)carbamoyl)-4-(N-methylmethylsulfonamido)benzyl)azetidin-3-yl)methyl)carbamate C(CCC)N1CCN(CC1)S(=O)(=O)C1=CC=C(C=C1)NC(=O)C=1C=C(CN2CC(C2)CNC(OC(C)(C)C)=O)C=CC1N(S(=O)(=O)C)C